2-ethyl-3-(pyridin-2-yl)cyclopropane-1-carboxamide C(C)C1C(C1C1=NC=CC=C1)C(=O)N